4-(N-methyl-N-(3-(N,N-dibutyl-L-methionyl-amino)-4-methoxyphenyl)-amino)coumarin CN(C1=CC(=C(C=C1)OC)NC([C@@H](N(CCCC)CCCC)CCSC)=O)C1=CC(OC2=CC=CC=C12)=O